9-(4-Chloro-3-(2,4-dioxotetrahydropyrimidin-1(2H)-yl)benzoyl)-3,9-diazaspiro[5.5]undecan ClC1=C(C=C(C(=O)N2CCC3(CCNCC3)CC2)C=C1)N1C(NC(CC1)=O)=O